ClC=1C=CC=C2C(NC(NC12)=O)=O 8-chloroquinazoline-2,4(1H,3H)-dione